4-methoxy-1-methyl-1H-benzo[d]imidazole-5-carboxylic acid COC1=C(C=CC=2N(C=NC21)C)C(=O)O